3-[5-(4-fluorophenyl)-6-isopropyl-1H-pyrrolo[2,3-f]indazol-7-yl]propionic acid FC1=CC=C(C=C1)N1C(=C(C2=C1C=C1C=NNC1=C2)CCC(=O)O)C(C)C